N-(5-cyclopropyl-1H-pyrazol-3-yl)-2-(1-(2-methylthiazol-4-yl)-1H-pyrazol-3-yl)acetamide C1(CC1)C1=CC(=NN1)NC(CC1=NN(C=C1)C=1N=C(SC1)C)=O